1-(2-trifluoromethoxyphenyl)-1H-imidazole-4-carboxamide FC(OC1=C(C=CC=C1)N1C=NC(=C1)C(=O)N)(F)F